NC1=C2C(=NC=N1)N(N=C2C=2NC1=CC(=CC=C1C2Cl)C(=O)NC2=NN(C=C2)CCN(C)C)C(C)(C)C 2-(4-amino-1-tert-butyl-pyrazolo[3,4-d]pyrimidin-3-yl)-3-chloro-N-[1-[2-(dimethylamino)ethyl]pyrazol-3-yl]-1H-indole-6-carboxamide